(2R)-3-Hydroxy-2-{4-[(2-methylpentyl)oxy]phenyl}-N-[(1S)-1-phenylethyl]propenamide OC=C(C(=O)N[C@@H](C)C1=CC=CC=C1)C1=CC=C(C=C1)OC[C@@H](CCC)C